NC1=C(C(=NC=N1)OC1=C(C=C(C=C1)C1=NN(C(=C1C(=O)N)C(F)(F)F)C(C)(C)C)F)Cl [4-(6-amino-5-chloro-pyrimidin-4-yl)oxy-3-fluorophenyl]-1-tert-butyl-5-(trifluoromethyl)pyrazole-4-carboxamide